COC(=O)C1=CC(=NN1C([2H])([2H])[2H])[N+](=O)[O-] 1-(methyl-d3)-3-nitro-1H-pyrazole-5-carboxylic acid methyl ester